FC(C[C@H](C1=CC=CC=C1)\N=C(\C1=CC=C(C=C1)C(F)(F)F)/C#N)(F)F (R,Z)-N-(3,3,3-trifluoro-1-phenylpropyl)-4-(trifluoromethyl)benzimidoyl cyanide